C(#N)C1=CC=2N(C(N(C=3N=CC(=CC3C2C=C1)F)C(C)C)=O)C1=C(C=C(C=C1F)NCCNCCCC(=O)O)F 4-{[2-({4-[13-cyano-4-fluoro-9-oxo-8-(propan-2-yl)-6,8,10-triazatricyclo[9.4.0.02,7]pentadeca-1(11),2(7),3,5,12,14-hexaen-10-yl]-3,5-difluorophenyl}amino)ethyl]amino}butanoic acid